CCCC(CCCC(CCC)O)O undecane-4,8-diol